C(C)(=O)N[C@H](C(=O)N1[C@@H](C[C@H](C1)O)C(=O)NCC1=CC=C(C=C1)C1=C(N=CS1)C)C(C)(C)SCCC1=CC=C(C=C1)CCN (2S,4R)-1-[(2R)-2-acetamido-3-[2-[4-(2-aminoethyl)phenyl]ethylsulfanyl]-3-methyl-butanoyl]-4-hydroxy-N-[[4-(4-methylthiazol-5-yl)phenyl]methyl]pyrrolidine-2-carboxamide